2,4-dioxo-4-(2-trifluoromethyl-phenyl)-butyric acid ethyl ester C(C)OC(C(CC(C1=C(C=CC=C1)C(F)(F)F)=O)=O)=O